C(CCCCCCCCCCCCCCC)C(C(=O)N)CC1=CC(=C(C(=C1)C(C)(C)C)O)C(C)(C)C hexadecyl-3-(3,5-di-tert-butyl-4-hydroxyphenyl)propanoic acid amide